FC1=CC=CC2=C1N(C[C@@H]1[C@@H](C(N2C)=O)N(C(C1)=O)C1=NC(=CC(=C1)C(F)(F)F)C)C[C@@H](C)O |&1:31| (3aR,11aS)-6-fluoro-5-((R/S)-2-hydroxypropyl)-10-methyl-1-(6-methyl-4-(trifluoromethyl)pyridin-2-yl)-1,3a,4,5,10,11a-hexahydro-2H-benzo[b]pyrrolo[2,3-f][1,4]diazocine-2,11(3H)-dione